COCCN(C=1N=C(C2=C(N1)C(=NC(=N2)N(CCOC)CCOC)N2CC(N(CC2)C)=O)NCC=2C=C(C=CC2)S(=O)(=O)N)CCOC 3-(((2,6-bis(bis(2-methoxyethyl)amino)-8-(4-methyl-3-oxopiperazin-1-yl)pyrimido[5,4-d]pyrimidin-4-yl)amino)methyl)benzenesulfonamide